FC([C@@H]1[C@@H](CN(CC1)C([2H])([2H])[2H])C)F (3S,4S)-4-(difluoromethyl)-3-methyl-1-(methyl-d3)piperidine